5-(2-((7-chloro-1,2,3,4-tetrahydroisoquinolin-6-yl)amino)-5-(trifluoromethyl)pyrimidin-4-yl)-N,N-dimethylthiophene-2-carboxamide ClC1=C(C=C2CCNCC2=C1)NC1=NC=C(C(=N1)C1=CC=C(S1)C(=O)N(C)C)C(F)(F)F